2-chloro-3-[(1-fluorocyclopropyl)methyl]-N-(1-methylcyclopropyl)-4-oxoquinazoline-6-sulfonamide ClC1=NC2=CC=C(C=C2C(N1CC1(CC1)F)=O)S(=O)(=O)NC1(CC1)C